2-(3-ethylpentanamido)butanoic acid C(C)C(CC(=O)NC(C(=O)O)CC)CC